1-benzyl-5-oxo-7-(((S)-3-phenylpiperidin-1-yl)methyl)-8-(3-(trifluoromethyl)phenyl)-1,2,3,5-tetrahydroimidazo[1,2-a]pyridine-3-carboxylic acid C(C1=CC=CC=C1)N1CC(N2C1=C(C(=CC2=O)CN2C[C@@H](CCC2)C2=CC=CC=C2)C2=CC(=CC=C2)C(F)(F)F)C(=O)O